methyl (±)-trans-2-(hydroxymethyl)cyclopropanecarboxylate OC[C@H]1[C@@H](C1)C(=O)OC |r|